C(C1=CC=CC=C1)OC1=CC=CC2=C1B(OC2)O 7-(benzyloxy)benzo[c][1,2]oxaborol-1(3H)-ol